1-[(3-Chlorophenyl)methyl]-1H-indole-2-carbaldehyde ClC=1C=C(C=CC1)CN1C(=CC2=CC=CC=C12)C=O